3-[4-[[1-[2-(2,6-Dioxopiperidin-3-yl)-1,3-dioxoisoindol-4-yl]piperidin-4-yl]methyl]piperazin-1-yl]-N-[4-methoxy-6-(pyrazol-1-ylmethyl)-1,2-benzoxazol-3-yl]benzenesulfonamide O=C1NC(CCC1N1C(C2=CC=CC(=C2C1=O)N1CCC(CC1)CN1CCN(CC1)C=1C=C(C=CC1)S(=O)(=O)NC1=NOC2=C1C(=CC(=C2)CN2N=CC=C2)OC)=O)=O